ClC=1C(=NC=CC1C1=NOC(=N1)C(F)(F)F)OC(C)C=1C=NC=CC1 3-chloro-2-[1-(pyridin-3-yl)ethoxy]-4-[5-(trifluoromethyl)-1,2,4-oxadiazol-3-yl]pyridine